ClC=1C=C(C=CC1F)C(C=1NC(=C(N1)Cl)I)C1=CC(=C(C=C1)F)Cl 2-[bis(3-chloro-4-fluorophenyl)methyl]-4-chloro-5-iodo-1H-imidazole